C1(CC1)C(=O)NC1=CC(=C(N=N1)C(=O)NC([2H])([2H])[2H])NC1=C(C(=CC=C1)C=1OC=2CNCCC2N1)OC 6-(cyclopropanecarboxamido)-4-((2-methoxy-3-(4,5,6,7-tetrahydrooxazolo[5,4-c]pyridin-2-yl)phenyl)amino)-N-(methyl-d3)-pyridazine-3-carboxamide